6-chloro-N-[3-chloro-4-(difluoromethoxy)phenyl]pyrido[3,2-d]pyrimidin-4-amine ClC=1C=CC=2N=CN=C(C2N1)NC1=CC(=C(C=C1)OC(F)F)Cl